CC(C)(CO)[C@H](C(=O)NCCC(=O)O)O (+)-pantothenate